15-oxa-2λ6-thia-3,9,11,18,23-pentaazatetracyclo[17.3.1.111,14.05,10]tetracosa-1(23),5,7,9,19,21-hexaene-2,2,4-trione C1=2S(NC(C3=CC=CN=C3N3CCC(OCCNC(=CC=C1)N2)C3)=O)(=O)=O